[N+](=O)([O-])C1=CC2=C(NC(O2)=O)C=C1 6-nitrobenzo[d]oxazol-2(3H)-one